4-tert-butoxy-2-{4-[5-chloro-2-(1,2-oxazol-3-yl)phenyl]-5-methoxy-2-oxopyridin-1(2H)-yl}butanoic acid C(C)(C)(C)OCCC(C(=O)O)N1C(C=C(C(=C1)OC)C1=C(C=CC(=C1)Cl)C1=NOC=C1)=O